Cl.CN(CCCN=C=NCC)C (3-(dimethylamino)propyl)-3-ethylcarbodiimide hydrochloride